2-(trifluoromethyl)pyrimidine-4-carboxylic acid FC(C1=NC=CC(=N1)C(=O)O)(F)F